di(1-naphthyl)phosphine oxide C1(=CC=CC2=CC=CC=C12)P(C1=CC=CC2=CC=CC=C12)=O